3-(7-(2-(Cycloheptylamino)-2-oxoethoxy)naphthalen-2-yl)-3-(4-methoxy-3-methylphenyl)propanoic acid C1(CCCCCC1)NC(COC1=CC=C2C=CC(=CC2=C1)C(CC(=O)O)C1=CC(=C(C=C1)OC)C)=O